ClC1=CC=C(C=C1)C=1C(=CN(C(C1)=O)C)C=1C=NN(C1)C1=C(C#N)C=CC(=C1)OC 2-{4-[4-(4-Chloro-phenyl)-1-methyl-6-oxo-1,6-dihydro-pyridin-3-yl]-pyrazol-1-yl}-4-methoxy-benzonitrile